di-t-butyl phosphate potassium salt [K+].P(=O)(OC(C)(C)C)(OC(C)(C)C)[O-]